Cl.CN(C1CN(C1)C(CCC=1N(C=CN1)CC(F)(F)F)=O)C 1-(3-(dimethylamino)azetidin-1-yl)-3-(1-(2,2,2-trifluoroethyl)-1H-imidazol-2-yl)propan-1-one hydrochloride